FC1([C@H](CN(CC1)[C@@H](C(=O)NC=1N=CN(C1)CC1=CC(=CC(=C1)F)F)C)C1=CNC(C=C1)=O)F (R)-2-((S)-4,4-difluoro-3-(6-oxo-1,6-dihydropyridin-3-yl)piperidin-1-yl)-N-(1-(3,5-difluorobenzyl)-1H-imidazol-4-yl)propanamide